4-((S)-1-(2-((3r,4r)-3-amino-4-fluoropiperidin-1-yl)-1H-benzo[d]imidazol-1-yl)ethyl)benzonitrile hydrochloride Cl.N[C@@H]1CN(CC[C@H]1F)C1=NC2=C(N1[C@@H](C)C1=CC=C(C#N)C=C1)C=CC=C2